1-(3-amino-5-methoxyphenyl)ethane-1-one O-(2-hydroxyethyl) oxime OCCON=C(C)C1=CC(=CC(=C1)OC)N